COC1=C(C=CC(=C1)C1=NN=NN1C)NC=1N=CC2=C(N1)C(=NC(=C2)C)N2CC1(CCOC1)CC2 N-(2-methoxy-4-(1-methyl-1H-tetrazol-5-yl)phenyl)-6-methyl-8-(2-oxa-7-azaspiro[4.4]nonan-7-yl)pyrido[3,4-d]pyrimidin-2-amine